6-((4-(2-(((benzyloxy)carbonyl)amino)propan-2-yl)-6-(7,7-difluorobicyclo[4.2.0]octa-1(6),2,4-trien-3-yl)pyridin-2-yl)oxy)-3-azabicyclo[3.1.0]hexane-3-carboxylate C(C1=CC=CC=C1)OC(=O)NC(C)(C)C1=CC(=NC(=C1)C1=CC=2CC(C2C=C1)(F)F)OC1C2CN(CC12)C(=O)[O-]